(R)-3-chloro-1-(5-propylthiophen-2-yl)propan-1-ol ClCC[C@@H](O)C=1SC(=CC1)CCC